C[Si](CCOCN1C=CC2=C1C(NC=C2)=O)(C)C 1-{[2-(trimethylsilyl)ethoxy]methyl}-1,6-dihydro-7H-pyrrolo[2,3-c]pyridin-7-one